C(C)(C)(C)OC(=O)N[C@H]1C2(CN3N=CC(=C31)Cl)CCN(CC2)C(=O)OC(C)(C)C tert-butyl (S)-4'-((tert-butoxycarbonyl)amino)-3'-chloro-4'H,6'H-spiro[piperidine-4,5'-pyrrolo[1,2-b]pyrazole]-1-carboxylate